BrC=1C=C(C=CC1)C(C)(CC)NC(OC(C)(C)C)=O tert-Butyl (2-(3-bromophenyl)butan-2-yl)carbamate